(Z)-1-(2-(3-cyclopropylmethoxy-4-difluoromethoxyphenyl)pent-1-en-3-yn-1-yl)-2,6-dimethylpyridin-4(1H)-one C1(CC1)COC=1C=C(C=CC1OC(F)F)/C(=C/N1C(=CC(C=C1C)=O)C)/C#CC